{1-[(1S,2R)-2-amino-3,3-difluorocyclohexyl]piperidin-4-yl}methyl-carbamic acid tert-butyl ester C(C)(C)(C)OC(NCC1CCN(CC1)[C@@H]1[C@H](C(CCC1)(F)F)N)=O